2-(3-(1-((2,5-bis(trifluoromethyl)pyrazolo[1,5-a]pyrimidin-7-yl)amino)-2-(4-fluorophenyl)propan-2-yl)pyrrolidin-1-yl)acetamide FC(C1=NN2C(N=C(C=C2NCC(C)(C2=CC=C(C=C2)F)C2CN(CC2)CC(=O)N)C(F)(F)F)=C1)(F)F